CC1=C[C@H]2[C@@H](CC1)C(=C)CCCC2(C)C alpha-Himachalene